(1R,2S,3R)-5-(Chlorocarbonyl)cyclohex-4-ene-1,2,3-triacetate ClC(=O)C1=C[C@@H]([C@H]([C@H](C1)CC(=O)[O-])CC(=O)[O-])CC(=O)[O-]